NC1=CC2=C(S1)CC(CC2)(C(NC)=O)NC(OCC2=CC=CC=C2)=O benzyl (2-amino-6-(methylcarbamoyl)-4,5,6,7-tetrahydrobenzo[b]thiophen-6-yl)carbamate